C(C1=CC=CC=C1)NC(=O)C1N(CNC(C1)=O)C(CC(C)(C)C)=O N-benzyl-3-(3,3-dimethylbutyryl)-6-oxohexahydropyrimidine-4-carboxamide